(3-(3-chloro-5-formyl-1H-indol-1-yl)-1,2,4-oxadiazol-5-yl)-2-isopropoxybenzonitrile ClC1=CN(C2=CC=C(C=C12)C=O)C1=NOC(=N1)C=1C(=C(C#N)C=CC1)OC(C)C